ClC1=CC(=C2C=NNC2=C1)C1([C@@H]2CN(C[C@H]12)S(=O)(=O)NC)O (1r,5s,6r)-6-(6-chloro-1H-indazol-4-yl)-6-hydroxy-N-methyl-3-azabicyclo[3.1.0]hexane-3-sulfonamide